O=C1NC(CCC1N1C(C2=CC=C(C=C2C1=O)N1CC2(C1)CCN(CC2)C(=O)OC(C)(C)C)=O)=O tert-butyl 2-[2-(2,6-dioxo-3-piperidyl)-1,3-dioxo-isoindolin-5-yl]-2,7-diazaspiro[3.5]nonane-7-carboxylate